2-(1H-imidazol-1-yl)-N-((trans)-4-(methoxy-d3)cyclohexyl)-6,7-dihydro-5H-cyclopenta[d]pyrimidine-4-carboxamide N1(C=NC=C1)C=1N=C(C2=C(N1)CCC2)C(=O)N[C@@H]2CC[C@H](CC2)OC([2H])([2H])[2H]